t-butyl (2S)-2-methyl-4-oxopiperidine-1-carboxylate C[C@@H]1N(CCC(C1)=O)C(=O)OC(C)(C)C